C(N)(OC1C(C(N(CC1)C1=NC=C(C=C1)Br)C(C)(C)C)F)=O ((cis)-tert-butyl 1-(5-bromopyridin-2-yl)-3-fluoropiperidin-4-yl) carbamate